(3R)-3-amino-5-[(4-chlorophenyl)methyl]-7-[5-[[1,1-dimethyl-4-(2-prop-2-ynoxyethoxy)butyl]amino]-1,2,4-oxadiazol-3-yl]-8-fluoro-1,1-dioxo-2,3-dihydro-1λ6,5-benzothiazepin-4-one N[C@H]1CS(C2=C(N(C1=O)CC1=CC=C(C=C1)Cl)C=C(C(=C2)F)C2=NOC(=N2)NC(CCCOCCOCC#C)(C)C)(=O)=O